4-(4-ethylphenyl)-1-(3-((4-methoxyphenyl)sulfonyl)-6-(trifluoromethoxy)quinolin-4-yl)piperidin-4-ol C(C)C1=CC=C(C=C1)C1(CCN(CC1)C1=C(C=NC2=CC=C(C=C12)OC(F)(F)F)S(=O)(=O)C1=CC=C(C=C1)OC)O